FC(COC[C@H]1OCCOC1)(C1=CC2=CC=CC=C2C=C1)F (S)-2-((2,2-difluoro-2-(naphthalen-2-yl)ethoxy)methyl)-1,4-dioxane